CN1CC2N(C3=CC=CC=C3N(C2)C2=CC=C(C=C2)C(F)(F)F)CC1 3-methyl-6-(4-(trifluoromethyl)phenyl)-2,3,4,4a,5,6-hexahydro-1H-pyrazino[1,2-a]quinoxaline